tripotassium hydrate O.[K].[K].[K]